O(S(=O)(=O)C(F)(F)F)C=1N=C2C(=NC1)N(C(=C2C=O)N)C2=C(C(=CC=C2C)OC)C 6-amino-7-formyl-5-(3-methoxy-2,6-dimethylphenyl)-5H-pyrrolo[2,3-b]pyrazin-2-yl triflate